N-(4-nitrophenyl)-4-(6-(trifluoromethyl)pyridin-2-yl)piperazine-1-thiocarboxamide benzyl-(2s)-2-(tert-butoxycarbonylamino)pent-4-ynoate C(C1=CC=CC=C1)OC([C@H](CC#C)NC(=O)OC(C)(C)C)=O.[N+](=O)([O-])C1=CC=C(C=C1)NC(=S)N1CCN(CC1)C1=NC(=CC=C1)C(F)(F)F